O[C@@H](CNC1COC2(C1)CCN(CC2)S(=O)(=O)C=2C=C(C=CC2)C2=CC=C(C=C2)CNCCNC(C)=O)COC2=CC(=CC=C2)S(NC)(=O)=O N-(2-((3'-(3-((S)-2-hydroxy-3-(3-(N-methylsulfamoyl)phenoxy)propylamino)-1-oxa-8-azaspiro[4.5]decan-8-ylsulfonyl)biphenyl-4-yl)methylamino)ethyl)acetamide